FC(OC1=NN(C(=C1)C(F)F)C1=NC(=CC=C1C(C)O)N1C=NC2=C1C=CC(=C2)NC=2N=NC(=CC2)C)F 1-[2-[3-(difluoromethoxy)-5-(difluoromethyl)pyrazol-1-yl]-6-[5-[(6-methylpyridazin-3-yl)amino]benzimidazol-1-yl]-3-pyridyl]ethanol